2H-[1,2,4]Triazole-3-thiol N=1NC(=NC1)S